CC1(C(CN2C3=CC=CC=C3SC=3C=CC=CC23)C=CC=C1)C 10-(2,2-dimethylbenzyl)-10H-phenothiazine